tert-butyl 4-((4-methoxybenzyl)imino)piperidine-1-carboxylate COC1=CC=C(CN=C2CCN(CC2)C(=O)OC(C)(C)C)C=C1